FC=1C(=NC(=NC1)N1CCNCC1)C1=C(N=NN1)C(F)(F)F 5-fluoro-2-(piperazin-1-yl)-4-(4-(trifluoromethyl)-1H-1,2,3-triazol-5-yl)pyrimidine